2-chloro-6-cyclopropyl-4-[4-fluoro-2-(2-methyl-1,2,4-triazol-3-yl)phenyl]pyridine ClC1=NC(=CC(=C1)C1=C(C=C(C=C1)F)C=1N(N=CN1)C)C1CC1